tripropyleneglycol triacrylate C(C=C)(=O)O.C(C=C)(=O)O.C(C=C)(=O)O.CC(COC(C)COC(C)CO)O